C(C)(=O)O\C=C\CCCCCC\C=C/CCCCCC (E,Z)-9,1-Hexadecadienyl acetate